C(C)(C)(C)OC(=O)N1[C@@H](CCC1)N (S)-aminopyrrolidine-1-carboxylic acid tert-butyl ester